7-chloro-4-(dimethylamino)-1-(3-(2-phenoxyethyl)phenyl)quinazolin-2(1H)-one ClC1=CC=C2C(=NC(N(C2=C1)C1=CC(=CC=C1)CCOC1=CC=CC=C1)=O)N(C)C